4-(5-acryloyloctahydro-1,5-naphthyridin-1(2H)-yl)-3-chloro-5-fluoro-2-methyl-1H-indole-7-carboxamide C(C=C)(=O)N1C2CCCN(C2CCC1)C1=C2C(=C(NC2=C(C=C1F)C(=O)N)C)Cl